ClC1=C(C=C(C=C1)[C@@H]1O[C@@H]([C@H]([C@@H]([C@H]1O)O)O)CO)CC=1C=C2C(CC3(CCNCC3)OC2=CC1)=O 6-[[2-Chloro-5-[(2S,3R,4R,5S,6R)-3,4,5-trihydroxy-6-(hydroxymethyl)tetrahydropyran-2-yl]phenyl]methyl]spiro[chromane-2,4'-piperidine]-4-one